2-[[(2R,3S,4R,5R)-3-(3,4-Difluoro-2-methoxy-phenyl)-4,5-dimethyl-5-(trifluoromethyl)tetrahydrofuran-2-carbonyl]amino]pyridin-4-carboxamid FC=1C(=C(C=CC1F)[C@H]1[C@@H](O[C@]([C@@H]1C)(C(F)(F)F)C)C(=O)NC1=NC=CC(=C1)C(=O)N)OC